(3R)-3-(4-Chlorophenyl)-2-[(5-chloropyrimidin-2-yl)methyl]-4-fluoro-6-[1-(4-fluoro-1-methylpiperidin-4-yl)-1-hydroxypropyl]-3-[cis-3-hydroxycyclobutoxy]-2,3-dihydro-1H-isoindol-1-on ClC1=CC=C(C=C1)[C@@]1(N(C(C2=CC(=CC(=C12)F)C(CC)(O)C1(CCN(CC1)C)F)=O)CC1=NC=C(C=N1)Cl)O[C@@H]1C[C@@H](C1)O